(5S)-2-[2,2-dimethyl-1-(thiophen-2-yl)cyclopropane-1-carbonyl]-9,9-dimethyl-8-oxo-2-azaspiro[4.5]dec-6-ene-7-carbonitrile CC1(C(C1)(C(=O)N1C[C@@]2(CC1)C=C(C(C(C2)(C)C)=O)C#N)C=2SC=CC2)C